BrC1=C2CN(CC2=C(C(=C1)OC)F)C(C[C@H](C)C(=O)O)=O 4-bromo-2-((S)-3-carboxybutanoyl)-7-fluoro-6-methoxyisoindolin